C(C)(C)(C)C1=CC(=C(C=C1)OB(O)O)O 4-tert-butyl-2-hydroxyphenylboric acid